dodecyldimethylamine oxide (lauryl-dimethylaminoxide) C(CCCCCCCCCCC)CN([O-])C.C(CCCCCCCCCCC)[N+](C)(C)[O-]